N1=C2N(C(=C1)C(CC#C[Si](C)(C)C)N)CCC2 1-(6,7-Dihydro-5H-pyrrolo[1,2-a]imidazol-3-yl)-4-(trimethylsilyl)but-3-yn-1-amine